7-(4-(4-(benzo[d]thiazol-2-yl)phenoxy)butoxy)-4-methyl-2H-benzopyran-2-one S1C(=NC2=C1C=CC=C2)C2=CC=C(OCCCCOC1=CC3=C(C(=CC(O3)=O)C)C=C1)C=C2